monomethyl-pyrimidine CC1=NC=CC=N1